tert-butyl 3-[2-[3-[3-[(4-methyl-1,2,4-triazol-3-yl)methyl]oxetan-3-yl]phenyl]-3-oxo-7-(trifluoromethyl)isoindolin-5-yl]azetidine-1-carboxylate CN1C(=NN=C1)CC1(COC1)C=1C=C(C=CC1)N1CC2=C(C=C(C=C2C1=O)C1CN(C1)C(=O)OC(C)(C)C)C(F)(F)F